amino-3-ethyl-5-((2-(6-(2-hydroxyethyl)pyridin-2-yl)ethyl)amino)-2-methylpyrazol NC1=C(N(N=C1NCCC1=NC(=CC=C1)CCO)C)CC